Cl.ClC=1C=C(C=CC1)[C@H]1C[C@H](C1)N (cis)-3-(3-chlorophenyl)cyclobutan-1-amine hydrochloride